FC(C1=NN=C(O1)N1C(C2(CC1)CCNCC2)=O)(F)F (5-(trifluoromethyl)-1,3,4-oxadiazol-2-yl)-2,8-diazaspiro[4.5]decan-1-one